C(C)(C)(C)OC(=O)N1CCCC2=CC=C(N=C12)CC(=O)N1CC(CC1)C(N[C@@H](C(=O)OC)C1=CC=CC=C1)=O 7-(2-(3-(((R)-2-methoxy-2-oxo-1-phenylethyl)carbamoyl)pyrrolidin-1-yl)-2-oxoethyl)-3,4-dihydro-1,8-naphthyridine-1(2H)-carboxylic acid tert-butyl ester